COC=1C2=C(N=C(N1)NC1=CC=C(C=C1)CN1CCN(CC1)C)NC=C2C=2C=C(C=CC2)O 3-(4-methoxy-2-((4-((4-methylpiperazin-1-yl)methyl)phenyl)amino)-7H-pyrrolo[2,3-d]pyrimidin-5-yl)phenol